BrC1=CC(=C(C(=C1)C)S(=O)(=O)NCCN1C[C@@H](CC1)F)C 4-bromo-N-{2-[(3R)-3-fluorotetrahydro-1H-pyrrol-1-yl]ethyl}-2,6-dimethylbenzenesulfonamide